ClC=1C(=CC2=C(C[C@@](O2)([C@H]2NCCC2)C2=CC=CC=C2)C1C1=C(C2=C(OC=3C(=NC=CN3)O2)C=C1C(=O)N)F)F (S)-8-((S)-5-Chloro-6-fluoro-2-phenyl-2-((S)-pyrrolidin-2-yl)-2,3-dihydrobenzofuran-4-yl)-9-fluorobenzo[5,6][1,4]dioxino[2,3-b]pyrazine-7-carboxamide